C1=CC=CC=2C3=CC=CC=C3C(C12)COC(NCC(NCC(NCC(N(CC)C)=O)=O)=O)=O 1-(9H-fluoren-9-yl)-13-methyl-3,6,9,12-tetraoxo-2-oxa-4,7,10,13-tetraazapentadecan